C(C=C)(=O)NC1=CC=C(C=C1)C1=C(C=2C(=NC=C(C2N1C)C#N)N)C1=CC=C(C(=O)NCC(F)(F)F)C=C1 4-(2-(4-acrylamidophenyl)-4-amino-7-cyano-1-methyl-1H-pyrrolo[3,2-c]pyridin-3-yl)-N-(2,2,2-trifluoroethyl)benzamide